ClC=1C=C2[C@](CCOC2=C(C1)CCC(=O)OCC)(C)C=1N=C(NC1)C1=C(C=CC(=C1)OC=1C(=C2C=CNC2=C(C1F)F)SC)F ethyl 3-[(4R)-6-chloro-4-[2-[5-[(6,7-difluoro-4-methylsulfanyl-1H-indol-5-yl)oxy]-2-fluoro-phenyl]-1H-imidazol-4-yl]-4-methyl-chroman-8-yl]propanoate